2,3,5,6-tetrafluoro-4-(vinylsulfonyl)benzenesulfonamide FC1=C(C(=C(C(=C1F)S(=O)(=O)C=C)F)F)S(=O)(=O)N